5-[[(2S)-2-Fluoropropyl]amino]-6-(1-methylbenzimidazol-4-yl)-3-(4-morpholinoanilino)pyrazine-2-carboxamide F[C@H](CNC=1N=C(C(=NC1C1=CC=CC=2N(C=NC21)C)C(=O)N)NC2=CC=C(C=C2)N2CCOCC2)C